4-((3-(3-cyano-1-((1R,2R)-2-methoxycyclohexyl)-1H-pyrazol-4-yl)-2-methoxyphenyl)amino)-6-(cyclopropanecarboxamido)pyridazine-3-carboxamide C(#N)C1=NN(C=C1C=1C(=C(C=CC1)NC1=C(N=NC(=C1)NC(=O)C1CC1)C(=O)N)OC)[C@H]1[C@@H](CCCC1)OC